C(C)(C)(C)OC(=O)N1C(=CC2=NC=C(C=C21)C(F)(F)F)C2=NC1=CC(=CC=C1C=C2S(=O)(=O)CC)Br 1-(tert-butoxycarbonyl)-2-(7-bromo-3-ethylsulfonyl-quinolin-2-yl)-6-trifluoromethyl-1H-pyrrolo[3,2-b]pyridine